NC=1C2=C(N=CN1)N(C(=C2C2=CC(=C(C(=O)NC1CC(C1)(F)F)C=C2)OC)C2=CC=C(C=C2)NC(C(=C)C)=O)C 4-(4-amino-6-(4-methacrylamidophenyl)-7-methyl-7H-pyrrolo[2,3-d]pyrimidin-5-yl)-N-(3,3-difluorocyclobutyl)-2-methoxybenzamide